(Z)-2-(5-amino-1H-indol-3-yl)-3-(4-methoxypyridin-3-yl)acrylonitrile NC=1C=C2C(=CNC2=CC1)/C(/C#N)=C/C=1C=NC=CC1OC